(R)-N-(2-(dimethylamino)-2-phenylethyl)-6-fluoro-3,3,5-trimethyl-2,3-dihydro-1H-pyrrolo[3,2-b]pyridine-1-carboxamide CN([C@@H](CNC(=O)N1CC(C2=NC(=C(C=C21)F)C)(C)C)C2=CC=CC=C2)C